(methyl-d3)(phenylpyridinyl)pyrimidine C([2H])([2H])([2H])C1=NC(=NC=C1)C1=NC=CC=C1C1=CC=CC=C1